methyl 5-((diethoxyphosphoryl)methyl)oxazole-2-carboxylate C(C)OP(=O)(OCC)CC1=CN=C(O1)C(=O)OC